C1(=CC=CC=C1)S(=O)(=O)[O-].C=O.[Na+] sodium formaldehyde benzenesulfonate